CNC1OCC(CC1O)O (methylamino)oxane-3,5-diol